N1(N=CC=C1)C1=C(CNC2=C3N=CN(C3=NC(=N2)NC(=O)C2CCNCC2)C(C)C)C=CC=C1 N-(6-((2-(1H-pyrazol-1-yl)benzyl)amino)-9-isopropyl-9H-purin-2-yl)piperidine-4-carboxamide